NC1=NN2C(C=C(C=C2)C2=C(C=NC(=C2)C)OC2CCCCC2)=C1 (1r,4r)-4-((4-(2-aminopyrazolo[1,5-a]pyridin-5-yl)-6-methylpyridin-3-yl)oxy)cyclohexan